1-((5S,7S)-7-fluoro-5-phenyl-6,7-dihydro-5H-pyrrolo[1,2-b][1,2,4]triazol-2-yl)-5-methyl-1H-pyrazol-3-amine F[C@H]1C[C@H](N2N=C(N=C21)N2N=C(C=C2C)N)C2=CC=CC=C2